C1(CC1)OC1=C(C=CC=C1)C1=C(C=NC=C1)C1(CC1)OCC=1C=C(C=CC1CC)SCCCC(=O)O 4-[[3-([1-[4-(2-cyclopropoxyphenyl)pyridin-3-yl]cyclopropoxy]methyl)-4-ethylphenyl]sulfanyl]butanoic acid